1-[4-(2,3-Dimethylphenyl)piperazin-1-yl]-2-{3-[(3R,4R)-3-fluoro-4-hydroxypiperidin-1-carbonyl]-5,6-dihydrocyclopenta[c]pyrazol-1(4H)-yl}ethan-1-on CC1=C(C=CC=C1C)N1CCN(CC1)C(CN1N=C(C2=C1CCC2)C(=O)N2C[C@H]([C@@H](CC2)O)F)=O